N1=CC=C2N1C=1CCCC(C1C=N2)C(=O)N 6,7,8,9-tetrahydropyrazolo[1,5-a]quinazoline-6-carboxamide